S1C(=NC2=C1N=C(S2)C2=C(C=CC(=C2OC)C=O)C2=CC(=CC=C2)C2=CC(=C(C=C2)C=O)OC)C2=C(C=CC(=C2OC)C=O)C2=CC(=CC=C2)C2=CC(=C(C=C2)C=O)OC (thiazolo[5,4-d]thiazole-2,5-diyl)bis(3,3''-dimethoxy-[1,1':3',1''-terphenyl]-4,4''-dicarboxaldehyde)